F[C@H]1[C@@H]2CC[C@H](C[C@H]1OC=1N=CC(=NC1)C1=C(C=C(C=C1)N1C=NC=C1)O)N2 2-(5-(((1S,2S,3R,5R)-2-fluoro-8-azabicyclo[3.2.1]octan-3-yl)oxy)pyrazin-2-yl)-5-(1H-imidazol-1-yl)phenol